CN(C)CC1CN(CCO1)C1=C(C=NC=2NC3=C(C(=C(C=C3C21)F)F)NC)C=2C=C1C(C(=CN(C1=NC2)C)C(=O)O)=O 6-[4-[2-[(dimethylamino)methyl]morpholin-4-yl]-6,7-difluoro-8-(methylamino)-9H-pyrido[2,3-b]indol-3-yl]-1-methyl-4-oxo-1,8-naphthyridine-3-carboxylic acid